OC1(CC2(CCNC=3N2N=C(C3C(=O)N)C3=CC=C2C=CC(=NC2=C3)C3=CC=CC=C3)C1)C 3-Hydroxy-3-methyl-2'-(2-phenylquinolin-7-yl)-5',6'-dihydro-4'H-spiro[cyclobutane-1,7'-pyrazolo[1,5-a]pyrimidine]-3'-carboxamide